6-[(2R,3S)-2-amino-3-fluorobutyl]-2-chloro-7-(1,3-oxazol-2-yl)-N-(thiophen-2-ylmethyl)furo[3,2-d]pyrimidin-4-amine N[C@H](CC1=C(C=2N=C(N=C(C2O1)NCC=1SC=CC1)Cl)C=1OC=CN1)[C@H](C)F